2-[rac-(3R,4S)-3-methyltetrahydropyran-4-yl]oxyethyl 4-methylbenzenesulfonate 2-[rac-(3S,4S)-3-methyltetrahydropyran-4-yl]oxyethyl-4-methylbenzenesulfonate C[C@H]1COCC[C@@H]1OCCOS(=O)(=O)C1=CC=C(C=C1)C.CC1=CC=C(C=C1)S(=O)(=O)OCCO[C@@H]1[C@@H](COCC1)C |r|